CC1=NN=C(O1)C1=NN2C(=NC=3C=CC=CC3C2=N1)N[C@H]1CNCCCC1 (3R)-3-{[2-(5-methyl-1,3,4-oxadiazol-2-yl)[1,2,4]triazolo[1,5-c]quinazolin-5-yl]amino}azepan